FC1C(O)=C(C=C(C1(O)F)F)F 2,3,4,6-tetrafluororesorcinol